tert-butyl 6-((7-(butylamino)-3-iodo-5-((methoxycarbonyl) amino)-1H-pyrazolo[4,3-d]pyrimidin-1-yl) methyl)-5-methoxy-3',6'-dihydro-[3,4'-bipyridine]-1'(2'H)-carboxylate C(CCC)NC=1C2=C(N=C(N1)NC(=O)OC)C(=NN2CC2=C(C=C(C=N2)C=2CCN(CC2)C(=O)OC(C)(C)C)OC)I